FC1=C(C(=CC2=C1N=CS2)F)NC2=C1C(=NC=C2)SC(=C1)[C@H]1C(N(CC1)CCO)(C)C (R)-2-(3-(4-((4,6-difluorobenzo[d]thiazol-5-yl)amino)thieno[2,3-b]pyridin-2-yl)-2,2-dimethylpyrrolidin-1-yl)ethan-1-ol